BrCC(=O)C12OCCC(OC1)C2 2-bromo-1-(4,7-dioxabicyclo[3.2.1]oct-5-yl)ethanone